[K].C1CCC2=C(C=3CCCC3C=C12)NC(=O)NS(=O)(=O)C1CN(C1)CC1=CC=NC=C1 N-((1,2,3,5,6,7-Hexahydro-s-indacen-4-yl)carbamoyl)-1-(pyridin-4-ylmethyl)azetidine-3-sulfonamide, potassium salt